6-(3-bromophenyl)-2-methyl-N-(3-(methylsulfonamido)phenyl)nicotinamide BrC=1C=C(C=CC1)C1=NC(=C(C(=O)NC2=CC(=CC=C2)NS(=O)(=O)C)C=C1)C